FC1=CC=C(C=C1)S(=O)(=O)CC(=O)C1=CC=CC=C1 2-(4-fluorobenzenesulfonyl)acetophenone